C(C)(C)[C@H]1[C@@H](C[C@@H](CC1)C)O (1R,2S,5R)-2-isopropyl-5-methylcyclohexane-1-ol